7,9-di-tert-butyl-3-(3,4-dimethylphenyl)-4-phenyl-1-oxa-2-azaspiro[4.5]deca-2,6,9-trien-8-one C(C)(C)(C)C1=CC2(C(C(=NO2)C2=CC(=C(C=C2)C)C)C2=CC=CC=C2)C=C(C1=O)C(C)(C)C